S(=O)(=O)(O)O[C@@H](C=O)[C@@H](OS(=O)(=O)O)[C@H](OS(=O)(=O)O)[C@H](OS(=O)(=O)O)COS(=O)(=O)O glucose pentasulfate